FC(C=1C=C(\C=C\2/CCN3C2=NC=2C=C(C(=CC2C3=O)F)F)C=C(C1)C(F)(F)F)(F)F (E)-3-(3,5-bis(trifluoromethyl)benzylidene)-6,7-difluoro-2,3-dihydropyrrolo[2,1-b]quinazolin-9(1H)-one